C(C)(C)(C)OC(=O)N1CC=2N=CN=C(C2CC1)Cl 4-chloro-5,8-dihydro-6H-pyrido[3,4-d]pyrimidine-7-carboxylic acid tert-butyl ester